1-((2R,3S)-3-(2-((tert-butyldimethylsilyl)oxy)ethoxy)-2-methylazetidin-1-yl)-6-chloro-4-isopropyl-2,7-naphthyridine [Si](C)(C)(C(C)(C)C)OCCO[C@@H]1[C@H](N(C1)C1=NC=C(C2=CC(=NC=C12)Cl)C(C)C)C